C(C)(=O)O[C@H]1[C@@H](O[C@]([C@H]1OCC1=CC=CC=C1)(CF)COCC1=CC=CC=C1)N1C(N=C(C=C1)NC(C1=CC=CC=C1)=O)=O (2R,3R,4S,5R)-2-(4-benzamido-2-oxopyrimidin-1(2H)-yl)-4-(benzyloxy)-5-((benzyloxy)methyl)-5-(fluoromethyl)tetrahydrofuran-3-yl acetate